ethyl 6-(3-chloro-4-methylphenyl)-3-cyclopropyl-4-oxo-4,5-dihydropyrazolo-[1,5-a]pyrazine-2-carboxylate ClC=1C=C(C=CC1C)C=1NC(C=2N(C1)N=C(C2C2CC2)C(=O)OCC)=O